FC1([C@H](CC1)N1C=C(C(=CC1=O)NC1[C@@H]2CN(C[C@H]12)C)C(=O)N[C@H](C)C1=C(C(=CC=C1)C(F)(F)F)F)F 1-((S)-2,2-difluorocyclobutyl)-N-((R)-1-(2-fluoro-3-(trifluoromethyl)phenyl)ethyl)-4-(((1R,5S,6S)-3-methyl-3-azabicyclo[3.1.0]hex-6-yl)amino)-6-oxo-1,6-dihydropyridine-3-carboxamide